C(C(C)C)C1C(=O)NC(CC1)=O isobutylglutarimide